CC(=CCSSSCC=C(C)C)C bis(3-methylbut-2-en-1-yl)trisulfane